N1(C=NC=C1)C1(CC(=C(C(=C1OC)OC)\C=C\C(=O)C1=CC=CC=C1)O)OC 4-(1H-imidazol-1-yl)-2-hydroxy-4,5,6-trimethoxychalcone